ClC=1C(=CC2=C(CC(O2)C=2C=C(C#N)C=C(C2)F)C1)F 3-(5-chloro-6-fluoro-2,3-dihydro-1-benzofuran-2-yl)-5-fluorobenzonitrile